1-Ethyl 5-[(1S,4S)-2-oxa-5-azabicyclo[2.2.1]heptan-5-yl]pyrazolo[1,5-a]pyrimidine-3-carboxylate [C@@H]12OC[C@@H](N(C1)C1=NC=3N(C=C1)N=CC3C(=O)OCC)C2